α,α-dibenzyl-γ-caprolactone C(C1=CC=CC=C1)C1(C(=O)OC(C1)CC)CC1=CC=CC=C1